1-(Bromomethyl)-2-fluoro-4-(trifluoromethyl)benzene BrCC1=C(C=C(C=C1)C(F)(F)F)F